(R)-N-(5-(3-Fluorophenoxy)-2-methoxyphenyl)-5-oxopyrrolidine-2-carboxamide FC=1C=C(OC=2C=CC(=C(C2)NC(=O)[C@@H]2NC(CC2)=O)OC)C=CC1